4-[3-Hydroxy-6-(3-methyl-benzyl)-pyridin-2-yl]-4-oxo-butyric acid ethyl ester C(C)OC(CCC(=O)C1=NC(=CC=C1O)CC1=CC(=CC=C1)C)=O